ClC1=C(C(=CC=C1)Cl)C=1C=C(N)C=CC1 3-(2,6-dichlorophenyl)aniline